3-cyclopropyl-1-(oxetan-3-yl)aziridine-2-carboxylate C1(CC1)C1C(N1C1COC1)C(=O)[O-]